6-oxa-1-azaspiro[3.3]heptane-1-carboxamide N1(CCC12COC2)C(=O)N